ClC=1C(=NC(=NC1)N[C@H]1CN(CC1)CCC1CCNCC1)C1=CNC2=NC=CC=C21 (R)-5-chloro-N-(1-(2-(piperidin-4-yl)ethyl)pyrrolidin-3-yl)-4-(1H-pyrrolo[2,3-b]pyridin-3-yl)pyrimidin-2-amine